(1R)-1-[2-[[5-[(4-methylpiperazin-1-yl)methyl]pyridin-2-yl]amino]-8-morpholin-4-ylpyrido[3,4-d]pyrimidin-6-yl]ethanol CN1CCN(CC1)CC=1C=CC(=NC1)NC=1N=CC2=C(N1)C(=NC(=C2)[C@@H](C)O)N2CCOCC2